CIS-2-[[2-[1-(Cyclobutyl-methyl)-8-(ethyl-methyl-amino)-2-oxo-8-phenyl-1,3-diazaspiro[4.5]decan-3-yl]-acetyl]amino]-acetamide C1(CCC1)CN1C(N(CC12CCC(CC2)(C2=CC=CC=C2)N(C)CC)CC(=O)NCC(=O)N)=O